rac-N-(5-((4-chloro-3H-spiro[furo[3,4-c]pyridine-1,3'-piperidin]-1'-yl)methyl)-4-fluorothiazol-2-yl)acetamide ClC1=NC=CC2=C1CO[C@@]21CN(CCC1)CC1=C(N=C(S1)NC(C)=O)F |r|